2-benzyl-5-fluoroisoindoline-1,3-dione C(C1=CC=CC=C1)N1C(C2=CC=C(C=C2C1=O)F)=O